(2R)-2-((4,4,8-trimethyltricyclo[6.3.1.02,5]dodecan-1-yl)oxy)pentan-1-ol CC1(CC2C3(CCCC(CCC12)(C3)C)O[C@@H](CO)CCC)C